trans-4-cyclohexene-1,2-dicarboxylic acid dimethyl ester COC(=O)[C@H]1[C@@H](CC=CC1)C(=O)OC